C(C)(C)(C)OC(=O)N1C=C(C2=C(C=CC=C12)OC)C1C(N(CC1)C)=O 4-methoxy-3-(1-methyl-2-oxopyrrolidin-3-yl)-1H-indole-1-carboxylic acid tert-butyl ester